7-(5-((3,5-dimethylmorpholino)sulfonyl)-2-methylphenyl)imidazo[2,1-f][1,2,4]triazin-4-amine CC1COCC(N1S(=O)(=O)C=1C=CC(=C(C1)C1=CN=C2C(=NC=NN21)N)C)C